8-hydroxy-3-methyl-7-(methylsulfanyl)-5-phenyl-3-propyl-2,3,4,5-tetrahydro-1,5-benzothiazepine 1,1-dioxide OC1=CC2=C(N(CC(CS2(=O)=O)(CCC)C)C2=CC=CC=C2)C=C1SC